2-(1H-imidazol-1-yl)-N-(tetrahydro-2H-pyran-4-yl)-6-(trifluoromethyl)pyrimidine-4-carboxamide N1(C=NC=C1)C1=NC(=CC(=N1)C(=O)NC1CCOCC1)C(F)(F)F